N1=CN=C2NC=NC2=C1C=1C(=NC=CC1)NC=1C=CC(=C(C1)NC(CC1=CC(=CC=C1)C(F)(F)F)=O)F N-(5-(3-(9H-purin-6-yl)pyridin-2-ylamino)-2-fluorophenyl)-2-(3-(trifluoromethyl)phenyl)acetamid